6-(cyclopropyl(methyl)amino)-4-(hydroxymethyl)-2,3-dihydro-1H-pyrrolo[3,4-c]pyridin-1-one C1(CC1)N(C1=CC2=C(C(=N1)CO)CNC2=O)C